2-[(3-fluorophenoxy)methyl]-6-(4-fluorophenyl)imidazo[1,2-a]pyrimidine FC=1C=C(OCC=2N=C3N(C=C(C=N3)C3=CC=C(C=C3)F)C2)C=CC1